4-[7-(8-chloro-1-naphthyl)-2-[[(2S)-1-methylpyrrolidin-2-yl]methoxy]-6,8-dihydro-5H-pyrido[3,4-d]pyrimidin-4-yl]-6-methyl-1,4-oxazepan-6-ol ClC=1C=CC=C2C=CC=C(C12)N1CC=2N=C(N=C(C2CC1)N1CCOCC(C1)(O)C)OC[C@H]1N(CCC1)C